N(=O)OCCCO (nitrosooxy)propan-3-ol